2-[1-[3-(2-cyclopropyl-4-pyridyl)isoxazol-5-yl]ethyl]isoindoline-1,3-dione C1(CC1)C1=NC=CC(=C1)C1=NOC(=C1)C(C)N1C(C2=CC=CC=C2C1=O)=O